ClC1=C(C=C(N=N1)N1CC[C@H]2[C@@H]1CN(CC2)C(=O)OC(C)(C)C)C(F)F |r| tert-butyl rac-(3aR,7aR)-1-[6-chloro-5-(difluoromethyl)pyridazin-3-yl]-3,3a,4,5,7,7a-hexahydro-2H-pyrrolo[2,3-c]pyridine-6-carboxylate